(2S)-2-(3-bromophenyl)pyrrolidine BrC=1C=C(C=CC1)[C@H]1NCCC1